dichloro-phenylsulfide ClC=1C(=C(C=CC1)SC1=C(C(=CC=C1)Cl)Cl)Cl